ClC=1C=C(C=C(C1F)Cl)[C@]1(CC(=NO1)C1=CC(=C(C(=O)N[C@@H]2C(N(OC2)CC)=O)C=C1)C)C(F)(F)F 4-((R)-5-(3,5-dichloro-4-fluorophenyl)-5-(trifluoromethyl)-4,5-dihydroisoxazol-3-yl)-N-((S)-2-ethyl-3-oxoisoxazolidin-4-yl)-2-methylbenzamide